O1COC2=C1C=CC(=C2)CN(C(=O)[C@H]2[C@@H](CCC2)SC2=CC=C(C=C2)C)C2CCC(CC2)(F)F |r| rac-(1S*,2R*)-N-(benzo[d][1,3]dioxol-5-ylmethyl)-N-(4,4-difluorocyclohexyl)-2-(p-tolylthio)cyclopentane-1-carboxamide